Dimethyl 1-[2-(4-chloro-3-methylphenyl)-2-oxoethyl]-1H-pyrazole-3,5-dicarboxylate ClC1=C(C=C(C=C1)C(CN1N=C(C=C1C(=O)OC)C(=O)OC)=O)C